((2-(4,4-difluoropiperidin-1-yl)ethyl)amino)pyrido[2,3-d]pyrimidin-7(8H)-one FC1(CCN(CC1)CCNC=1N=CC2=C(N1)NC(C=C2)=O)F